O=C(C(=O)OCCCCCCCOC(C(CCCCCCCC)CCCCCC)=O)CCC(=O)OCCCCCCCOC(C(CCCCCCCC)CCCCCC)=O bis(7-((2-hexyldecanoyl)oxy)heptyl) 2-oxopentanedioate